tert-butyl (2S,6R)-4-(2-ethoxy-2-oxoethyl)-2,6-dimethylpiperidine-1-carboxylate C(C)OC(CC1C[C@@H](N([C@@H](C1)C)C(=O)OC(C)(C)C)C)=O